α,β-dibromophenylethane BrC(CBr)C1=CC=CC=C1